azepin-6(7H)-one N1C=CC=CC(C1)=O